perhydro-2-methylindole CC1NC2CCCCC2C1